(S)-N-[(1R)-1-(4-bromophenyl)-2-fluoroethyl]-2-methylpropane-2-sulfinamide BrC1=CC=C(C=C1)[C@H](CF)N[S@@](=O)C(C)(C)C